COC1=CC2=CC(N=C2C=C1OC)=O 5,6-dimethoxyindol-2-one